Anthracenedione diacetate CC(=O)O.C1=CC=C2C(=C1)C(=O)C3=C(C=CC(=C3C2=O)NCCNCCO)NCCNCCO